N-[(1S)-1-cyano-2-[(3S)-2-oxopyrrolidin-3-yl]ethyl]-4-ethoxy-1-(4-methoxy-1H-indole-2-carbonyl)pyrrolidine-2-carboxamide C(#N)[C@H](C[C@H]1C(NCC1)=O)NC(=O)C1N(CC(C1)OCC)C(=O)C=1NC2=CC=CC(=C2C1)OC